C(C)(C)(C)OC(=O)N1CC(CC1)C1=CC(=CC=C1)F 3-(3-fluorophenyl)pyrrolidine-1-carboxylic acid tert-butyl ester